Cl.NCC1=CC=C(CNC(CN=[N+]=[N-])=O)C=C1 N-(4-(aminomethyl)benzyl)-2-azidoacetamide hydrochloride